C1N(CCC2=CC=CC=C12)C[C@H](CNC(=O)C1=CC(=NC=N1)NC1CCN(CC1)C(CCOCCOCCOCCNC(OC(C)(C)C)=O)=O)O Tert-butyl (S)-(2-(2-(2-(3-(4-((6-((3-(3,4-dihydroisoquinolin-2(1H)-yl)-2-hydroxypropyl)carbamoyl)pyrimidin-4-yl)amino)piperidin-1-yl)-3-oxopropoxy)ethoxy)ethoxy)ethyl)carbamate